CN(CCC1(NC(=C(C=C1[N+](=O)[O-])NC1=NC=CC(=N1)C1=CN(C2=C(C=CC=C12)F)C)OC)NC)C 2-(2-(dimethylamino)ethyl)-N5-(4-(7-fluoro-1-methyl-1H-indol-3-yl)pyrimidin-2-yl)-6-methoxy-N2-methyl-3-nitropyridine-2,5-diamine